(3-(hydroxyimino)butan-2-yl)(pentyl)phosphinic acid ON=C(C(C)P(O)(=O)CCCCC)C